3-[4-(3-bromo-2-methyl-phenoxy)cyclohexyl]-2-methyl-propan-1-ol BrC=1C(=C(OC2CCC(CC2)CC(CO)C)C=CC1)C